Ethyl (3R)-2-(4-chloro-3-fluorophenyl)-4,4,4-trifluoro-3-methylbutanoate ClC1=C(C=C(C=C1)C(C(=O)OCC)[C@H](C(F)(F)F)C)F